4-(4-amino-7-methyl-7H-pyrrolo[2,3-d]pyrimidin-5-yl)-2-fluorophenyl piperidine-1-carboxylate N1(CCCCC1)C(=O)OC1=C(C=C(C=C1)C1=CN(C=2N=CN=C(C21)N)C)F